8-benzyl-1,3,8-triazaspiro[4.5]decane-2,4-dione C(C1=CC=CC=C1)N1CCC2(C(NC(N2)=O)=O)CC1